3-(2,3,5,6-tetrafluorophenoxy)azetidine FC1=C(OC2CNC2)C(=C(C=C1F)F)F